(5-iodo-2-isopropyl-1,2,4-triazol-3-yl)bicyclo[3.1.0]hexan-3-one IC=1N=C(N(N1)C(C)C)C12CC(CC2C1)=O